1-(5-bromo-2-pyridyl)-2-methoxy-ethanone BrC=1C=CC(=NC1)C(COC)=O